N-[[[3,5-dichloro-4-[[3-chloro-5-(trifluoromethyl)-2-pyridinyl]oxy]phenyl]amino]carbonyl]-2,6-difluorobenzamide ClC=1C=C(C=C(C1OC1=NC=C(C=C1Cl)C(F)(F)F)Cl)NC(=O)NC(C1=C(C=CC=C1F)F)=O